C(#N)C1=CC(=NC(=C1C1=CC(=C(C=C1)OC)F)C1=CC(=C(C=C1)C#N)F)N1CCN(CCC1)C(=O)OC(C)(C)C tert-butyl 4-(4-cyano-6-(4-cyano-3-fluorophenyl)-5-(3-fluoro-4-methoxyphenyl) pyridin-2-yl)-1,4-diazacycloheptane-1-carboxylate